C(C1=CC=CC=C1)C1(C[C@@H]2[C@@H](CN(C2)CC(O)C2=CC=C(C=C2)O)C1)F rac-4-(2-((3aR,5r,6aS)-5-benzyl-5-fluoro-hexahydrocyclopenta[c]pyrrol-2(1H)-yl)-1-hydroxyethyl)phenol